acetyl-valerolactone C(C)(=O)C1C(=O)OCCC1